C1(CCCC1)NCC(=O)OC methyl N-cyclopentylglycinate